(2-Methoxy-4-(8,9,10,11-tetrahydro-3H-naphtho[1,2-e]indazol-7-yl)phenyl)(4-methylpiperazin-1-yl)methanone tert-butyl-3-fluoro-2-methyl-6-nitrobenzoate C(C)(C)(C)OC(C1=C(C(=CC=C1[N+](=O)[O-])F)C)=O.COC1=C(C=CC(=C1)C1=CC2=C(C=3C=NNC3C=C2)C=2CCCCC12)C(=O)N1CCN(CC1)C